ClC=1C(=NC=CC1SC=1C=2N(C=NC1)C=CN2)OC 8-((3-Chloro-2-methoxypyridin-4-yl)thio)imidazo[1,2-c]pyrimidin